C(C)(C)(C)C=1C(=C(C2=C(OC3=C2CCCC3)C1)C=O)O 3-(tert-butyl)-2-hydroxy-6,7,8,9-tetrahydrodibenzo[b,d]furan-1-carbaldehyde